2-(4-(3-(2,4-dioxotetrahydropyrimidin-1(2H)-yl)-5-fluoro-1-methyl-1H-indazol-6-yl)piperazin-1-yl)acetic acid O=C1N(CCC(N1)=O)C1=NN(C2=CC(=C(C=C12)F)N1CCN(CC1)CC(=O)O)C